(S)-N-{(S)-1-[2-(6-bromobenzo[d]isoxazol-3-yl)phenyl]-2-(6-cyano-3-methylpyridine-2-yl)ethyl}-2-methylpropane-2-sulfinamide BrC1=CC2=C(C(=NO2)C2=C(C=CC=C2)[C@H](CC2=NC(=CC=C2C)C#N)N[S@@](=O)C(C)(C)C)C=C1